C(CCCCCC)C(=O)[O-] α-heptanecarboxylate